BrCCCCC(C(=O)O)(C)C 6-bromo-2,2-dimethylhexanoic acid